1-(4-(6-chloro-7-(5-methoxy-1H-indazol-4-yl)quinazolin-4-yl)piperazin-1-yl)prop-2-en-1-one ClC=1C=C2C(=NC=NC2=CC1C1=C2C=NNC2=CC=C1OC)N1CCN(CC1)C(C=C)=O